ClC1CCOC2=CC=CC(=C12)OC 4-Chloro-5-methoxychromane